2-(1-((1-(vinylsulfonyl)piperidin-4-yl)methyl)-1H-pyrazol-4-yl)quinoxaline C(=C)S(=O)(=O)N1CCC(CC1)CN1N=CC(=C1)C1=NC2=CC=CC=C2N=C1